Ethyl 2-(5-(2-(3,5-dicyanophenyl)-2-(3,3-difluorocyclopentyl)acetamido)-3-(trifluoromethyl)-1H-pyrazol-1-yl)acetate C(#N)C=1C=C(C=C(C1)C#N)C(C(=O)NC1=CC(=NN1CC(=O)OCC)C(F)(F)F)C1CC(CC1)(F)F